4,4-difluorocyclohexyl ((S)-4-methyl-1-oxo-1-(((S)-1-oxo-3-((S)-2-oxopyrrolidin-3-yl) propan-2-yl)amino)pentan-2-yl)carbamate CC(C[C@@H](C(N[C@H](C=O)C[C@H]1C(NCC1)=O)=O)NC(OC1CCC(CC1)(F)F)=O)C